2-iodo-4,6-dimethoxy-1,3,5-triazine IC1=NC(=NC(=N1)OC)OC